C1=C(C=CC2=CC=CC=C12)OCCCC(C(=O)O)=C 3-(naphthalen-2-yloxy)propylacrylic acid